6-(4-acetylpiperazin-1-yl)-N-(4-fluoro-benzyl)-N-methyl-3,4-dihydroisoquinoline-2(1H)-methanesulfonamide C(C)(=O)N1CCN(CC1)C=1C=C2CCN(CC2=CC1)CS(=O)(=O)N(C)CC1=CC=C(C=C1)F